(3r,5s)-3-methyl-5-(4-(trifluoromethyl)phenyl)morpholine C[C@H]1N[C@H](COC1)C1=CC=C(C=C1)C(F)(F)F